2-(Bromomethyl)-4-chloropyrimidine BrCC1=NC=CC(=N1)Cl